COC(=O)C1=NC(=C(C(=C1Cl)N)F)C1=CC=C2C=CN(C2=C1F)C(C(C)(C)C)=O Methyl-4-amino-3-chloro-6-[1-(2,2-dimethylpropanoyl)-7-fluoro-1H-indol-6-yl]-5-fluoropyridine-2-carboxylat